NCC(C(C(C(C)O)O)O)O 1-aminohexane-2,3,4,5-tetrol